6-chloro-1-(cyclopropylmethyl)-2H-pyrazolo[3,4-b]pyridine ClC1=CC=C2C(=N1)N(NC2)CC2CC2